tert-butyl (3S)-4-(1-(4-acetyl-2-isopropylpyridin-3-yl)-6-chloro-7-(2-fluoro-6-(methoxymethoxy) phenyl)-2-oxo-1,2-dihydropyrido[2,3-d]pyrimidin-4-yl)-3-methylpiperazine-1-carboxylate C(C)(=O)C1=C(C(=NC=C1)C(C)C)N1C(N=C(C2=C1N=C(C(=C2)Cl)C2=C(C=CC=C2OCOC)F)N2[C@H](CN(CC2)C(=O)OC(C)(C)C)C)=O